(3S)-N-(5-tert-butyl-4-methyl-thiazol-2-yl)-6-(methylamino)-3-[[7-(5-methyl-1,2,4-oxadiazol-3-yl)-1-isoquinolinyl]amino]hexanamide C(C)(C)(C)C1=C(N=C(S1)NC(C[C@H](CCCNC)NC1=NC=CC2=CC=C(C=C12)C1=NOC(=N1)C)=O)C